2-(2,4-dioxotetrahydropyrimidin-1(2H)-yl)-5-((4-phenylpiperazin-1-yl)methyl)isoindoline-1,3-dione O=C1N(CCC(N1)=O)N1C(C2=CC=C(C=C2C1=O)CN1CCN(CC1)C1=CC=CC=C1)=O